N-(3-(4-(1H-indol-5-yl)phenyl)propyl)-6-methylnicotinamide N1C=CC2=CC(=CC=C12)C1=CC=C(C=C1)CCCNC(C1=CN=C(C=C1)C)=O